6-chloro-N-[5-(2,2-difluoroethyl)-4-methoxy-pyrimidin-2-yl]-7-methanesulfonyl-1H-indole-3-sulfonic acid amide ClC1=CC=C2C(=CNC2=C1S(=O)(=O)C)S(=O)(=O)NC1=NC=C(C(=N1)OC)CC(F)F